sodium (6r,7r)-7-(2-((difluoromethyl) thio) acetamido)-3-(((1-(2-hydroxyethyl)-1H-tetrazol-5-yl) thio) methyl)-7-methoxy-8-oxo-5-oxa-1-azabicyclo[4.2.0]oct-2-ene-2-carboxylate FC(SCC(=O)N[C@]1([C@H]2OCC(=C(N2C1=O)C(=O)[O-])CSC1=NN=NN1CCO)OC)F.[Na+]